(2S,4R)-1-[(2S)-2-[[2-(2,2-Diethoxyethoxy)acetyl]amino]-3,3-dimethyl-butanoyl]-4-hydroxy-N-[(1S)-1-[4-(4-methylthiazol-5-yl)phenyl]ethyl]pyrrolidine-2-carboxamide C(C)OC(COCC(=O)N[C@H](C(=O)N1[C@@H](C[C@H](C1)O)C(=O)N[C@@H](C)C1=CC=C(C=C1)C1=C(N=CS1)C)C(C)(C)C)OCC